OC1=C(C=CC(=C1)O)C(\C=C\C1=CC(=C(C=C1)OC)COC1=C(C=C(C=C1Cl)Cl)Cl)=O (E)-1-(2,4-Dihydroxyphenyl)-3-[4-methoxy-3-[(2,4,6-trichlorophenoxy)methyl]phenyl]prop-2-en-1-one